C[C@H]1N(CCOC1)C1=NC2=C(N=CC=C2C(=C1)C1=CC=NN1CC(F)(F)F)C1=CC=NN1 2-[(3R)-3-methylmorpholin-4-yl]-8-(1H-pyrazol-5-yl)-4-[1-(2,2,2-trifluoroethyl)-1H-pyrazol-5-yl]-1,7-naphthyridine